CN([C@H]1CCN2C3=C(C(C4=CC(=CC1=C24)F)=O)C2=CC4=C(C(N2C3)=O)COC([C@]4(O)CC)=O)C (3S,9S)-3-(dimethylamino)-9-ethyl-5-fluoro-9-hydroxy-2,3,12,15-tetrahydro-1H,7H,13H-pyrano[3',4':6,7]indolizino[2,1-b]pyrido[3,2,1-ij]quinoline-7,10,13(9H)-trione